OC1=CC=C2C[C@H](N(CC2=C1)C)CNC(=O)[C@@H]1[C@](C1)(C1=CC=CC=C1)C (1S,2S)-N-(((S)-7-hydroxy-2-methyl-1,2,3,4-tetrahydroisoquinolin-3-yl)methyl)-2-methyl-2-phenylcyclopropane-1-carboxamide